C(C)(=O)OC1=C2C(=CNC2=CC=C1)CCN(CC=C)CC=C 3-(2-(diallylamino) ethyl)-1H-indol-4-yl acetate